NC=1C(=C2C(=NC1)C=CS2)N[C@@H]2CC[C@H](CC2)CNC(OC(C)(C)C)=O tert-Butyl ({trans-4-[(6-aminothieno[3,2-b]pyridin-7-yl)amino]cyclohexyl}methyl)carbamate